ClC1=NC(=C2N=CN(C2=N1)[C@@H]1O[C@@H]([C@H]2OC(O[C@H]21)(C)C)CO)N2C(C1=CC=CC=C1C2)C2=CC=CC=C2 [(3aR,4R,6R,6aR)-4-[2-chloro-6-(1-phenylisoindolin-2-yl)purin-9-yl]-2,2-dimethyl-3a,4,6,6a-tetrahydrofuro[3,4-d][1,3]dioxol-6-yl]methanol